BrC1=CC2=C(OCO2)C(=C1)F 5-bromo-7-fluorobenzo[d][1,3]dioxole